p-cyclohexylamide C1CCC(CC1)[NH-]